CS(=O)(=O)OC[C@H]1CO1 |r| Racemic-Glycidyl Methanesulfonate